C(C)OCCCCCCCCCC(=O)O 10-ethoxy-decanoic acid